ClC=1N=CC2=C(N1)SC(=C2)C=2C=NN(C2C2=NC(=CC=C2)C)C2OCCCC2 2-chloro-6-(5-(6-methylpyridin-2-yl)-1-(tetrahydro-2H-pyran-2-yl)-1H-pyrazol-4-yl)thieno[2,3-d]pyrimidine